2-[5-(7-Methyl-2,7-diazaspiro[3.5]nonan-2-yl)[1,3]thiazolo[5,4-d][1,3]thiazol-2-yl]-5-(1H-pyrazol-4-yl)pyridin-3-ol Hydrochlorid Cl.CN1CCC2(CN(C2)C=2SC3=C(N2)SC(=N3)C3=NC=C(C=C3O)C=3C=NNC3)CC1